[NH4+].N(N=C1SC2=C(N1CC)C=CC(=C2)S(=O)(=O)[O-])=C2SC1=C(N2CC)C=CC(=C1)S(=O)(=O)[O-].[NH4+] 2,2'-azino-bis(3-ethylbenzothiazoline-6-sulfonic acid) ammonium salt